N-(4-Chloro-3-cyano-1H-indol-7-yl)-1-(3-hydroxy-3-methyl-butyl)pyrazol-4-sulfonamid ClC1=C2C(=CNC2=C(C=C1)NS(=O)(=O)C=1C=NN(C1)CCC(C)(C)O)C#N